S(=O)(=O)(O)I.[Sb] Antimony Sulfoiodide